(R)-N-(5-(trifluoromethyl)-2,3-dihydro-1H-inden-1-yl)thiazol-4-amine FC(C=1C=C2CC[C@H](C2=CC1)NC=1N=CSC1)(F)F